C(C)(C)(C)[Si](OCCCNC1=NC(=NC=C1CNC1=C(C=CC=C1C)C)Cl)(C)C [3-(tert-Butyl-dimethyl-silanyloxy)-propyl]-{2-chloro-5-[(2,6-dimethyl-phenylamino)-methyl]-pyrimidin-4-yl}-amine